Isopropoxythiopropane 3-chloro-5-((3-(4-hydroxyphenyl)-1-methoxy-1-oxopropan-2-ylimino)methyl)phenyl-nicotinate ClC=1C=C(C=C(C1)C=NC(C(=O)OC)CC1=CC=C(C=C1)O)OC(C1=CN=CC=C1)=O.C(C)(C)OSCCC